S(=O)(=O)(O)O.OC1=NC(=NC(=C1N)N)N 4-Hydroxy-2,5,6-triaminopyrimidin Sulfat